E-4-[[4-[[4-(2-cyanoethenyl)-2,6-dimethyl-phenyl]amino]-2-pyrimidinyl]amino]-benzonitrile C(#N)/C=C/C1=CC(=C(C(=C1)C)NC1=NC(=NC=C1)NC1=CC=C(C#N)C=C1)C